C1(CC1)C1=C2C(=NC(=C1)NC1=CC=C(C=3OCCOC31)S(=O)(=O)N3CCOCC3)NC=C2C(F)(F)F 4-cyclopropyl-N-(8-(morpholinosulfonyl)-2,3-dihydrobenzo[b][1,4]dioxin-5-yl)-3-(trifluoromethyl)-1H-pyrrolo[2,3-b]pyridine-6-amine